3-(N-toluenesulfonyl-L-alanyloxy)-indole C(C1=CC=CC=C1)S(=O)(=O)N[C@@H](C)C(=O)OC1=CNC2=CC=CC=C12